5-methyluridine diphosphate P(O)(=O)(OP(=O)(O)O)OC[C@@H]1[C@H]([C@H]([C@@H](O1)N1C(=O)NC(=O)C(=C1)C)O)O